1,1'-bis(3-sulfonatopropyl)-4,4'-bipyridinium S(=O)(=O)([O-])CCC[N+]1=CC=C(C=C1)C1=CC=[N+](C=C1)CCCS(=O)(=O)[O-]